N-Phenethyl-5-(2-(piperidin-4-yloxy)phenyl)thiophene-2-carboxamide C(CC1=CC=CC=C1)NC(=O)C=1SC(=CC1)C1=C(C=CC=C1)OC1CCNCC1